COC(C1=CN=C(C(=C1)C(C)C)NC(=S)NC(C1=NC=C(C=C1)OC(C)C)=N)=O.C1NCCC2=CC(=CC=C12)N1CCOCC1 4-(1,2,3,4-tetrahydroisoquinolin-6-yl)morpholine methyl-6-(3-(imino(5-isopropoxypyridin-2-yl)methyl)thioureido)-5-isopropylnicotinate